(S)-tert-butyl 4-(7-benzyl-3-cyano-1-(((S)-1-methylpyrrolidin-2-yl) methyl)-2-oxo-1,2,5,6,7,8-hexahydro-1,7-naphthyridin-4-yl)-3-methylpiperazine-1-carboxylate C(C1=CC=CC=C1)N1CCC=2C(=C(C(N(C2C1)C[C@H]1N(CCC1)C)=O)C#N)N1[C@H](CN(CC1)C(=O)OC(C)(C)C)C